5-[4-[2-(4-Chlorophenyl)ethynyl]phenyl]hexahydropyrimidine-2,4,6-trione ClC1=CC=C(C=C1)C#CC1=CC=C(C=C1)C1C(NC(NC1=O)=O)=O